tert-butyl 4-[8-[(8-fluoro-2-methyl-imidazo[1,2-a]pyridin-6-yl)carbamoyl]quinoxalin-5-yl]-3-hydroxy-piperidine-1-carboxylate FC=1C=2N(C=C(C1)NC(=O)C=1C=CC(=C3N=CC=NC13)C1C(CN(CC1)C(=O)OC(C)(C)C)O)C=C(N2)C